COC(CC1=CC=C(C=C1)CO)=O 4-(hydroxymethyl)phenylacetic acid methyl ester